(S)-N'-(4-(difluoromethoxy)-2,6-diisopropylphenylcarbamoyl)-3-fluoro-5-(2-hydroxypropan-2-yl)thiophene-2-sulfonimidamide FC(OC1=CC(=C(C(=C1)C(C)C)NC(=O)N=[S@@](=O)(N)C=1SC(=CC1F)C(C)(C)O)C(C)C)F